ClC1=CC=C(C=C1)N1N=C(C(=C1C)C1=CC=C(C=C1)Cl)CC 1,4-bis(4-chlorophenyl)-3-ethyl-5-methyl-1H-pyrazole